3-Bromopropionyl chloride BrCCC(=O)Cl